N-octadecyl-2-(3-methoxy-4-benzyloxyphenyl)-3,5,7-tribenzyloxyquinolin-4-one C(CCCCCCCCCCCCCCCCC)N1C(=C(C(C2=C(C=C(C=C12)OCC1=CC=CC=C1)OCC1=CC=CC=C1)=O)OCC1=CC=CC=C1)C1=CC(=C(C=C1)OCC1=CC=CC=C1)OC